ClC=1C=CC(=C(C(=O)NC2CCC(CC2)CN2C(N(C3=C2C=CC=C3)CC3=NC=CC=C3)=O)C1)C(F)(F)F 5-chloro-N-((1r,4r)-4-((2-oxo-3-(pyridin-2-ylmethyl)-2,3-dihydro-1H-benzo[d]imidazol-1-yl)methyl)cyclohexyl)-2-(trifluoromethyl)benzamide